(R)-1-(3-((2,5-dichloro-7H-pyrrolo[2,3-d]pyrimidin-4-yl)amino)piperidin-1-yl)prop-2-en-1-one ClC=1N=C(C2=C(N1)NC=C2Cl)N[C@H]2CN(CCC2)C(C=C)=O